tert-butyl (R)-((3-(2-fluoro-6-((6-fluoro-2-methylpyridin-3-yl)oxy)-3-(trifluoromethyl)benzamido)phenyl)(methyl)(oxo)-λ6-sulfaneylidene)carbamate FC1=C(C(=O)NC=2C=C(C=CC2)[S@](=O)(C)=NC(OC(C)(C)C)=O)C(=CC=C1C(F)(F)F)OC=1C(=NC(=CC1)F)C